6-phenylpyrazine-2-carboxamide C1(=CC=CC=C1)C1=CN=CC(=N1)C(=O)N